N-cyclopropyl-2-((3-((2-(2-fluorophenyl)-4-((methylamino)methyl)-1H-pyrrol-1-yl)sulfonyl)Phenyl)amino)acetamide hydrogen chloride salt Cl.C1(CC1)NC(CNC1=CC(=CC=C1)S(=O)(=O)N1C(=CC(=C1)CNC)C1=C(C=CC=C1)F)=O